FC1=CC=C(OCCOC2=CC=C(C=C2)B(O)O)C=C1 (4-(2-(4-fluorophenoxy)ethoxy)phenyl)boronic acid